Diethyl [2-(diphenylamino)ethyl]phosphonate C1(=CC=CC=C1)N(CCP(OCC)(OCC)=O)C1=CC=CC=C1